N-cyclopropyl-N-(piperidin-4-ylmethyl)propanamide hydrochloride salt Cl.C1(CC1)N(C(CC)=O)CC1CCNCC1